nickel cobalt manganese [Mn].[Co].[Ni]